2-(2-(2,6-Dimethylpyridin-4-yl)-3-isopropyl-1H-indol-5-yl)-4-(2-(methylsulfonyl)ethyl)morpholin CC1=NC(=CC(=C1)C=1NC2=CC=C(C=C2C1C(C)C)C1CN(CCO1)CCS(=O)(=O)C)C